tert-butyl 4-[(1-benzhydrylazetidin-3-ylidene)methyl]piperidine-1-carboxylate C(C1=CC=CC=C1)(C1=CC=CC=C1)N1CC(C1)=CC1CCN(CC1)C(=O)OC(C)(C)C